di(oct-6-yn-1-yl) phthalate C(C=1C(C(=O)OCCCCCC#CC)=CC=CC1)(=O)OCCCCCC#CC